C(C)(C)N(C(C)C)C(CC=C[SiH3])N(C(C)C)C(C)C bis(diisopropylamino)ethylvinylsilane